3-amino-N-(3-(4-amino-4-methylpiperidin-1-yl)pyridin-2-yl)-6-(4-cyano-3-fluoropyridin-2-yl)pyrazine-2-carboxamide NC=1C(=NC(=CN1)C1=NC=CC(=C1F)C#N)C(=O)NC1=NC=CC=C1N1CCC(CC1)(C)N